ClC1=C2C(=NC=C1)N(C(=C2)C2=CC(=NC=C2)OCC=2C=NC=NC2)C(=O)OC(C)(C)C tert-butyl 4-chloro-2-(2-(pyrimidin-5-ylmethoxy)pyridin-4-yl)-1H-pyrrolo[2,3-b]pyridine-1-carboxylate